BrC1=CC=C(C=C1)[C@@]12[C@@H]([C@@H]([C@@](C3=NC=C(C=C3O1)OC)(C2=O)O)C(=O)OC)C2=CC=CC=C2 |&1:7| rac-methyl (7S,8S,9R)-6-(4-bromophenyl)-9-hydroxy-3-methoxy-10-oxo-7-phenyl-6,7,8,9-tetrahydro-6,9-methanooxepino[3,2-b]pyridine-8-carboxylate